(S)-4-(2-chloro-4-methoxy-5-methylphenyl)-N-(2-cyclopropyl-1-(3-fluoro-4-((methoxymethoxy)methyl)phenyl)ethyl)-5-methylthiazol-2-amine ClC1=C(C=C(C(=C1)OC)C)C=1N=C(SC1C)N[C@@H](CC1CC1)C1=CC(=C(C=C1)COCOC)F